ClC1=C(NC(=C1Cl)C)C(=O)NC1=C(C=C(C=C1)C=1OC(NN1)=O)N1CC(OC(C1)C)C 3,4-dichloro-N-(2-(2,6-dimethylmorpholino)-4-(5-oxo-4,5-dihydro-1,3,4-oxadiazol-2-yl)phenyl)-5-methyl-1H-pyrrole-2-carboxamide